C1(CC1)C(C=CS(=O)(=O)C)NC(=O)C=1C(=NC(=NC1)C(CC)(F)F)OC1=CC=CC=C1 N-(1-cyclopropyl-3-(methylsulfonyl)allyl)-2-(1,1-difluoropropyl)-4-phenoxypyrimidine-5-carboxamide